FC(C=1C=C(C=C(C1)C(F)(F)F)C1=CC=C(C=N1)SCC(=O)O)(F)F 2-((6-(3,5-bis(trifluoromethyl)phenyl)pyridin-3-yl)thio)acetic acid